FC=1C=C(C=C(C1)F)[C@@H]1N(OCC1)C1=CC(=NC=N1)NC=1C(=CC(=C(C1)NC(C=C)=O)N1C[C@H](N(CC1)C)C)OC N-(5-((6-((R)-3-(3,5-difluorophenyl)-isoxazolidine-2-yl)pyrimidine-4-yl)amino)-2-((R)-3,4-dimethylpiperazine-1-yl)-4-methoxyphenyl)acrylamide